C1(CCCC1)N1C(C(=CC2=C1N=C(N=C2)NC2=NC=C(C=C2)N2CC(NC(C2)C)C)CC)=O 8-cyclopentyl-2-[5-(3,5-dimethyl-piperazin-1-yl)-pyridin-2-ylamino]-6-ethyl-8H-pyrido[2,3-d]Pyrimidin-7-one